ClC=1C=CC(=C(C1)C(C(=O)N)NC1=C(C=CC=C1)S(NC1CC1)(=O)=O)OC (5-chloro-2-methoxyphenyl)-2-{[2-(cyclopropylsulfamoyl)phenyl]amino}acetamide